CN(/C=C(/C(=O)OCC)\C1=NC(=NC=C1)SC)C Ethyl (E)-3-(dimethylamino)-2-(2-(methylthio)pyrimidin-4-yl)acrylate